OC1=CC=C(C=C1)C(C(=O)N1CCN(C2(C1)CCN(C(CC2)=O)CC(=O)O)C)C 2-(4-(2-(4-hydroxyphenyl)propanoyl)-1-methyl-10-oxo-1,4,9-triazaspiro-[5.6]dodecan-9-yl)acetic acid